7-bromo-3-butyl-3-ethyl-8-methoxy-2-(4-methoxybenzyl)-5-phenyl-2,3,4,5-tetrahydrobenzo-1,2,5-thiadiazepine 1,1-dioxide BrC=1C(=CC2=C(N(CC(N(S2(=O)=O)CC2=CC=C(C=C2)OC)(CC)CCCC)C2=CC=CC=C2)C1)OC